N-(4-fluoro-3-methoxy-phenyl)-7-methyl-pyrazolo[1,5-a]pyridine-5-carboxamide FC1=C(C=C(C=C1)NC(=O)C1=CC=2N(C(=C1)C)N=CC2)OC